O=C1NC(CCC1N1C(C2=CC=CC(=C2C1=O)OCC=1N=NN(C1)CC1CCN(CC1)C(=O)OC(C)(C)C)=O)=O tert-butyl 4-[[4-[[2-(2,6-dioxo-3-piperidyl)-1,3-dioxo-isoindolin-4-yl]oxymethyl]triazol-1-yl]methyl]piperidine-1-carboxylate